FC1(CCN(CC1)C(=O)OC(C)(C)C)C1=CC=C(C=C1)[C@@]1(C(NC(CC1)=O)=O)C tert-butyl (R)-4-fluoro-4-(4-(3-methyl-2,6-dioxopiperidin-3-yl)phenyl)piperidine-1-carboxylate